CC1=CC(=NN1)C dimethyl-1H-pyrazol